NCCCCCCCCCNC(OCC1=CC=CC=C1)=O Benzyl (9-aminononyl)carbamate